COC1=NC=CC(=C1)CN1C(S\C(\C1=O)=C/C1=C(C(=C(C=C1F)F)O)F)=O (Z)-3-((2-methoxypyridin-4-yl)methyl)-5-(2,4,6-trifluoro-3-hydroxybenzylidene)thiazolidine-2,4-dione